Cl.C1(=CC=CC=C1)C(C(=O)N)(C)C1=CC=CC=C1 Diphenylpropionamide hydrochloride